4,4-dimethyl-1,10-diazatricyclo[6.4.0.0^[2,6]]dodeca-2(6),7-dien-9-one CC1(CC=2N3CCNC(C3=CC2C1)=O)C